N-(((2S,3R)-5,5-difluoro-3-methylpiperidin-2-yl)methyl)-5-(trifluoromethyl)pyridin-2-amine hydrobromide Br.FC1(C[C@H]([C@H](NC1)CNC1=NC=C(C=C1)C(F)(F)F)C)F